C(C)(C)C=1C2=C(C(N(N1)CC(=O)OCC)=O)SC(=C2)NC(C)C ethyl 2-[4-isopropyl-2-(isopropylamino)-7-oxo-thieno[2,3-d]pyridazin-6-yl]acetate